Tert-butyl (azol-5-yl)-4-morpholinopiperidine-1-carboxylate N1C=CC=C1C1N(CCC(C1)N1CCOCC1)C(=O)OC(C)(C)C